bismuth (III) dimethyl-cadmium C[Cd]C.[Bi+3]